tert-butyl (2S,4R)-2-((1H-1,2,4-triazol-1-yl)methyl)-4-aminopyrrolidine-1-carboxylate N1(N=CN=C1)C[C@H]1N(C[C@@H](C1)N)C(=O)OC(C)(C)C